C(=O)(O)[Cu] carboxyl-copper